C1(=CC=CC=C1)C1=NC(=NC(=N1)C1=CC=CC=C1)C=1C=C(C=CC1)C1=CC(=NC(=C1)N1C2=CC=C(C=C2C=2C=C(C=CC12)C1=CC=CC=C1)C1=CC=CC=C1)N1C2=CC=C(C=C2C=2C=C(C=CC12)C1=CC=CC=C1)C1=CC=CC=C1 9,9'-(4-(3-(4,6-diphenyl-1,3,5-triazin-2-yl)phenyl)pyridine-2,6-diyl)bis(3,6-diphenyl-9H-carbazole)